C(C)(C)(C)OC(=O)C=1N=NN(C1)[C@H](C(=O)N1[C@@H](C[C@H](C1)O)C=1SC2=C(N1)C=CC=C2)C(C)C 1-((S)-1-((2S,4r)-2-(benzo[d]thiazol-2-yl)-4-hydroxypyrrolidin-1-yl)-3-methyl-1-oxobutan-2-yl)-1H-1,2,3-triazole-4-carboxylic acid tert-butyl ester